ClCC=CCC1C(CCCC1)=O 2-(4-chlorobut-2-enyl)cyclohexanone